[Cl-].C1(=CC=CC=C1)[I+]C1=CC=CC=C1 Diphenyliodonium Chlorid